1,2-Dimethyl-imidazol CN1C(=NC=C1)C